N-(2-(4-(5-phenyl-1,3,4-thiadiazol-2-yl)piperazine-1-carbonyl)-5-(trifluoromethyl)phenyl)pyridine-3-sulfonamide C1(=CC=CC=C1)C1=NN=C(S1)N1CCN(CC1)C(=O)C1=C(C=C(C=C1)C(F)(F)F)NS(=O)(=O)C=1C=NC=CC1